(E)-3-(2-((1-(2-(4-chlorophenyl)acetyl)piperidin-4-yl)sulfonyl)phenyl)-N-hydroxyacrylamide ClC1=CC=C(C=C1)CC(=O)N1CCC(CC1)S(=O)(=O)C1=C(C=CC=C1)/C=C/C(=O)NO